CN1C(N(C(C2=C1N=C(C=C2NCC(=O)NC2=CC=C(C=C2)C(F)(F)F)N2CCOCC2)=O)C)=O 2-[(1,3-dimethyl-7-morpholinyl-2,4-dioxo-1,2,3,4-tetrahydropyrido[2,3-d]pyrimidin-5-yl)amino]-N-[4-(trifluoromethyl)phenyl]acetamide